8-(1-cyclopropyl-1H-pyrazol-4-yl)-2-fluoro-8-methyl-7,8-dihydro-6H-cyclopenta[e]pyrazolo[1,5-a]pyrimidine-6-carboxylic acid methyl ester COC(=O)C1CC(C2=C1C=NC=1N2N=C(C1)F)(C)C=1C=NN(C1)C1CC1